C(CCC)C1=C(C(C(=O)O)=CC=C1)OCCCCCCCC.C(CCC)C1=C(C(C(=O)O)=CC=C1)OCCCCCCCC.C[Si]1(O[Si](O[Si](O1)(C1=CC=CC2=CC3=CC=CC=C3C=C12)C)(C1=CC=CC2=CC3=CC=CC=C3C=C12)C)C1=CC=CC2=CC3=CC=CC=C3C=C12 trimethyltrianthracenyl-cyclotrisiloxane butyloctyl-salicylate (butyloctyl-salicylate)